2-(Pyrimidin-2-yl)-2,6-diazaspiro[3.3]heptane N1=C(N=CC=C1)N1CC2(C1)CNC2